OC(C)(C)C=1C(=CC2=CN(N=C2C1)CCOC)NC(=O)C1=NC(=CC=C1)C(F)(F)F N-[6-(2-hydroxypropan-2-yl)-2-(2-methoxyethyl)-2H-indazol-5-yl]-6-(trifluoromethyl)pyridine-2-carboxamide